C(C)NC1=NC=CC(=C1)CO (2-(ethylamino)pyridin-4-yl)methanol